2-[5-(4-chlorobenzylidene)-4-oxo-2-thioxo-1,3-thiazolidin-3-yl]propanoic acid ClC1=CC=C(C=C2C(N(C(S2)=S)C(C(=O)O)C)=O)C=C1